N-(4-(4-amino-7-cyano-3-(4-((4-(difluoromethyl)pyrimidin-2-yl)oxy)phenyl)-1-methyl-1H-pyrrolo[3,2-c]pyridin-2-yl)phenyl)acrylamide NC1=NC=C(C2=C1C(=C(N2C)C2=CC=C(C=C2)NC(C=C)=O)C2=CC=C(C=C2)OC2=NC=CC(=N2)C(F)F)C#N